ClC=1C(=NC=CC1)N1N=C(C=C1C1=NC2=C(C(O1)=O)C1=C(C=C2C)C=NN1)OC(F)F 7-[2-(3-chloro-2-pyridyl)-5-(difluoromethoxy)pyrazol-3-yl]-5-methyl-1H-pyrazolo[3,4-f][3,1]benzoxazin-9-one